C(CCCCCCC)OC(CCCCCCCC(=O)OCCCCCCCC)=O dioctylazelate